C1(CC1)C(C1(CC(C1)=O)C(C)C)B1OC(C(O1)(C)C)(C)C 3-(cyclopropyl(4,4,5,5-tetramethyl-1,3,2-dioxaborolan-2-yl)methyl)-3-isopropylcyclobutan-1-one